N-(7-fluoro-1-tetrahydropyran-2-yl-indazol-5-yl)carbamic acid tert-butyl ester C(C)(C)(C)OC(NC=1C=C2C=NN(C2=C(C1)F)C1OCCCC1)=O